Oxobenzoxazepine O=C1NOC2=C(C=C1)C=CC=C2